(E)-ethyl 4-(3-methoxy-4-(3-o-tolylacryloyloxy)phenyl)-6-methyl-2-oxo-1,2,3,4-tetrahydropyrimidine-5-carboxylate COC=1C=C(C=CC1OC(\C=C\C1=C(C=CC=C1)C)=O)C1NC(NC(=C1C(=O)OCC)C)=O